2-[2-[2-[2-[2-[2-(4-methyl-phenyl)sulfonyloxyethoxy]ethoxy]ethoxy]ethoxy]ethoxy]ethyl 4-methylbenzenesulfonate CC1=CC=C(C=C1)S(=O)(=O)OCCOCCOCCOCCOCCOCCOS(=O)(=O)C1=CC=C(C=C1)C